((6-bromo-1H-indol-2-yl)methyl)acetamide BrC1=CC=C2C=C(NC2=C1)CCC(=O)N